C(C)(C)C1=CN=C(S1)NC(C(C)C=1C=C(C=NC1)C=1N=CC(=NC1)C(C(=O)N)=C)=O (5-(5-(1-((5-isopropylthiazol-2-yl)amino)-1-oxopropan-2-yl)pyridin-3-yl)pyrazin-2-yl)acrylamide